(3S)-1-tert-butoxycarbonylpyrrolidin C(C)(C)(C)OC(=O)N1CCCC1